C(C)(C)N1CCC(CC1)CC(=O)N[C@H]1CN(C[C@H](C1)C)C1=C2C=CC=NC2=C(C=C1)C(F)(F)F 2-(1-isopropyl-piperidin-4-yl)-N-[(3R,5S)-5-methyl-1-(8-trifluoromethyl-quinolin-5-yl)-piperidin-3-yl]-acetamide